1-(3-(tert-butyl)-1-phenyl-1H-pyrazol-5-yl)-3-(2,3-difluoro-4-((3-keto-3,4-dihydropyrido[2,3-b]pyrazin-8-yl)oxy)phenyl)urea C(C)(C)(C)C1=NN(C(=C1)NC(=O)NC1=C(C(=C(C=C1)OC1=CC=NC=2NC(C=NC21)=O)F)F)C2=CC=CC=C2